CC=1N=C2N(C=C(N=C2C)NC(=O)C=2C(=NC(=NC2)N2CC3(C2)CNC3)OCC)C1 N-(2,8-dimethylimidazo[1,2-a]pyrazin-6-yl)-4-ethoxy-2-(2,6-diazaspiro[3.3]heptane-2-yl)pyrimidine-5-carboxamide